benzyl-(2-(difluoromethoxy)-6-(trifluoromethyl)phenyl)sulfane C(C1=CC=CC=C1)SC1=C(C=CC=C1C(F)(F)F)OC(F)F